(Z)-8-fluoro-2-(1H-imidazol-1-yl)-6-(methoxyimino)indolo[2,1-b]quinazolin-12(6H)-one FC=1C=C2/C(/C3=NC4=CC=C(C=C4C(N3C2=CC1)=O)N1C=NC=C1)=N/OC